2-(2,6-dioxopiperidin-3-yl)-5-(3-((4'-fluoro-5,5-dimethyl-3,4,5,6-tetrahydro-[1,1'-biphenyl]-2-yl)methyl)-3,8-diazabicyclo[3.2.1]octane-8-yl)isoindoline-1,3-dione O=C1NC(CCC1N1C(C2=CC=C(C=C2C1=O)N1C2CN(CC1CC2)CC2=C(CC(CC2)(C)C)C2=CC=C(C=C2)F)=O)=O